N1=C(C=CC=2CCCNC12)CCCCCC(=O)O 5,6,7,8-tetrahydro-1,8-naphthyridine-2-hexanoic acid